FC1=C(C=CC(=C1)F)N1N=C(C2=CC=CC=C2C1=O)C=1C=C(C=CC1)C(C(=O)NC(C)C)(C)C 2-(3-(3-(2,4-difluorophenyl)-4-oxo-3,4-dihydrophthalazin-1-yl)phenyl)-N-isopropyl-2-methylpropanamide